C(C)C1=CC=2C(C3=CC=CC=C3OC2C=C1)NC(=O)C=1C(NC(=CC1)C(F)(F)F)=O N-(2-ethyl-9H-xanthen-9-yl)-2-oxo-6-(trifluoromethyl)-1,2-dihydropyridine-3-carboxamide